N-((5-bromo-3-chlorothien-2-yl)methyl)methanesulfonamide BrC1=CC(=C(S1)CNS(=O)(=O)C)Cl